5-bromo-6,8-difluoro-2-(((2R,7aS)-2-fluorotetrahydro-1H-pyrrolizin-7a(5H)-yl)methoxy)quinazoline BrC1=C2C=NC(=NC2=C(C=C1F)F)OC[C@]12CCCN2C[C@@H](C1)F